NC1CC2(CC(C2)CO)C1 (6-aminospiro[3.3]heptane-2-yl)methanol